[Si](C)(C)(C(C)(C)C)O[C@H]1[C@H]([C@@H](O[C@@H]1CO)N1C(NC(C=C1)=O)=O)OC 1-((2R,3R,4R,5R)-4-((tert-butyldimethylsilyl)oxy)-5-(hydroxymethyl)-3-methoxytetrahydrofuran-2-yl)pyrimidine-2,4(1H,3H)-dione